3-{[5-(hydroxymethyl)pyridin-2-yl]carbamoyl}azetidine-1-carboxylic acid tert-butyl ester C(C)(C)(C)OC(=O)N1CC(C1)C(NC1=NC=C(C=C1)CO)=O